C(C)OC1C(CCC(C1)C(C)(C)OCC)=C 2-ethoxy-4-(1-ethoxy-1-methylethyl)-1-methylenecyclohexane